S1C(=NC2=C1C=CC=C2)NC(CC(F)(F)F)=O N-(benzothiazol-2-yl)-3,3,3-trifluoropropionamide